6-chloro-5-iodo-1-((2-(trimethylsilyl)ethoxy)methyl)-1H-imidazo[4,5-b]Pyridine ClC=1C=C2C(=NC1I)N=CN2COCC[Si](C)(C)C